BrC=1C(=NC(=CC1)Cl)C(C)(C)NC(C)=O N-(2-(3-bromo-6-chloropyridin-2-yl)propan-2-yl)acetamide